ethyl (3S)-3-(2-(5-(2-(azetidin-1-yl)ethyl)-2-oxopyridin-1(2H)-yl)-4-methylpentanamido)-3-(4'-fluoro-2',6'-dimethyl-[1,1'-biphenyl]-3-yl)propanoate N1(CCC1)CCC=1C=CC(N(C1)C(C(=O)N[C@@H](CC(=O)OCC)C=1C=C(C=CC1)C1=C(C=C(C=C1C)F)C)CC(C)C)=O